1,3-difluoro-4-[4-(4-propylcyclohexen-1-yl)phenyl]-2-(trifluoromethoxy)benzene FC1=C(C(=C(C=C1)C1=CC=C(C=C1)C1=CCC(CC1)CCC)F)OC(F)(F)F